BrC=1C2=C(C(NC1)=O)N(C(=C2)Cl)S(=O)(=O)C2=CC=C(C)C=C2 4-bromo-2-chloro-1-tosyl-1,6-dihydro-7H-pyrrolo[2,3-c]pyridin-7-one